C(C(C)C)ONC(=O)C1=NC=CC=C1 N-isobutoxy-pyridinecarboxamide